4-(cyclopropylamino)-6-((8-(4-morpholinopiperidine-1-carbonyl)-2,3-dihydrobenzo[b][1,4]dioxin-5-yl)amino)-1H-pyrrolo[2,3-b]pyridine-3-carbonitrile C1(CC1)NC1=C2C(=NC(=C1)NC1=CC=C(C=3OCCOC31)C(=O)N3CCC(CC3)N3CCOCC3)NC=C2C#N